FC(C1=NN(C=C1NC(=O)C=1N=C(OC1)C1=CC(=NC=C1)N(C(OC(C)(C)C)=O)CC(F)(F)F)C1=CC=C(C=C1)CO)F tert-butyl N-[4-[4-[[3-(difluoromethyl)-1-[4-(hydroxymethyl)phenyl]pyrazol-4-yl] carbamoyl]oxazol-2-yl]-2-pyridyl]-N-(2,2,2-trifluoroethyl)carbamate